Bis-[3-(triethoxysilyl)propyl] Tetrasulfide C(C)O[Si](CCCSSSSCCC[Si](OCC)(OCC)OCC)(OCC)OCC